FC1=C(C(=O)N(C2=NC=CC3=CC=CC(=C23)C)[C@H]2CN(CCC2)C(=O)OC(C)(C)C)C=CC(=C1)[N+](=O)[O-] tert-butyl (R)-3-(2-fluoro-N-(8-methylisoquinolin-1-yl)-4-nitrobenzamido)piperidine-1-carboxylate